4-(1,4-dimethyl-1H-pyrazol-5-yl)-3-fluoro-6-[(3R)-3-methylmorpholin-4-yl]-N-(1-{[2-(trimethylsilyl)ethoxy]methyl}-1H-pyrazol-5-yl)pyridin-2-amine CN1N=CC(=C1C1=C(C(=NC(=C1)N1[C@@H](COCC1)C)NC1=CC=NN1COCC[Si](C)(C)C)F)C